C1(=CC=CC2=CC=CC=C12)C=1C=C2C=CC(=C(C2=CC1)C1=C(C=CC2=CC(=CC=C12)C1=CC=CC2=CC=CC=C12)OC1=CC(=C(C=C1)CO)C1=CC2=CC=CC=C2C=C1)OC1=CC(=C(C=C1)CO)C1=CC2=CC=CC=C2C=C1 [(6,6'-bis(naphthalen-1-yl)[1,1'-binaphthalene]-2,2'-diyl)bis{oxy[2-(naphthalen-2-yl)-4,1-phenylene]}]dimethanol